2-(Bicyclo[2.2.1]heptan-1-yl)-N-(7-(3-(7-(4-(2-hydroxyethyl)piperazin-1-yl)-2-methyl-3-phenylpyrazolo[1,5-a]pyrimidin-5-yl)phenyl)heptyl)acetamide C12(CCC(CC1)C2)CC(=O)NCCCCCCCC2=CC(=CC=C2)C2=NC=1N(C(=C2)N2CCN(CC2)CCO)N=C(C1C1=CC=CC=C1)C